N1C[C@@H](CCC1)NC(OC(C)(C)C)=O tert-butyl (3R)-piperidin-3-ylcarbamate